ammonium 2-[(4-{2-[(4-chloro-2-fluorobenzyl)oxy]pyrimidin-4-yl}piperidin-1-yl)methyl]-3-[(2S)-oxetan-2-ylmethyl]-3H-imidazo[4,5-b]pyridine-5-carboxylate ClC1=CC(=C(COC2=NC=CC(=N2)C2CCN(CC2)CC2=NC=3C(=NC(=CC3)C(=O)[O-])N2C[C@H]2OCC2)C=C1)F.[NH4+]